(R)-1-chloro-3-(2-chloro-4-(2-(4-((R)-2-hydroxy-3-(4-(hydroxymethyl)-5-iodo-1H-1,2,3-triazol-1-yl)propoxy)phenyl)propan-2-yl)phenoxy)propan-2-ol ClC[C@@H](COC1=C(C=C(C=C1)C(C)(C)C1=CC=C(C=C1)OC[C@@H](CN1N=NC(=C1I)CO)O)Cl)O